C(C)OC[C@]1(CN(CC1)C(C)(C)C=1C=NC(=CC1)C)CCC1=CC2=C(N=CN2)S1 |o1:4| (R or S)-5-(2-(3-(ethoxy-methyl)-1-(2-(6-methylpyridin-3-yl)propan-2-yl)pyrrolidin-3-yl)ethyl)-1H-thieno[2,3-d]imidazole